tert-butyl (4-((S)-3-methoxy-1-((R)-2-methyloct-7-ynoyl)-5-oxo-2,5-dihydro-1H-pyrrol-2-yl)butyl)carbamate COC=1[C@@H](N(C(C1)=O)C([C@@H](CCCCC#C)C)=O)CCCCNC(OC(C)(C)C)=O